FC(C1=CN=CC(=N1)C=1C=CC=NC1)(F)F 5-(6-(trifluoromethyl)pyrazin-2-yl)pyridin